4-(4-hydroxypyrimidin-5-yl)piperazine-1-carboxylic acid tert-butyl ester C(C)(C)(C)OC(=O)N1CCN(CC1)C=1C(=NC=NC1)O